1-[4-(3-{5-[(S)-(3-Fluoro-1-methyl-azetidin-3-yl)-hydroxy-(4-isopropyl-phenyl)-methyl]-pyridin-3-yl}-[1,2,4]oxadiazol-5-yl)-piperidin-1-yl]-ethanone FC1(CN(C1)C)[C@@](C=1C=C(C=NC1)C1=NOC(=N1)C1CCN(CC1)C(C)=O)(C1=CC=C(C=C1)C(C)C)O